C(C)(C)(C)OC(N[C@H](C(=O)N1[C@@H](C[C@H](C1)C(F)(F)F)C(N[C@H](C(=O)N)C[C@H]1C(NCC1)=O)=O)CC1CCC1)=O ((S)-1-((2S,4R)-2-(((S)-1-amino-1-oxo-3-((S)-2-oxopyrrolidin-3-yl)propan-2-yl)carbamoyl)-4-(trifluoromethyl)pyrrolidin-1-yl)-3-cyclobutyl-1-oxopropan-2-yl)carbamic acid tert-butylester